(2-chloroethyl)phosphoryl dichloride ClCCP(=O)(Cl)Cl